N[C@H]1CS(C2=C(N(C1=O)CC1=CC=C(C=C1)Cl)C=C(C=C2)C=2OC(=NN2)NC(C)C)(=O)=O (3R)-3-amino-5-[(4-chlorophenyl)methyl]-7-[5-(isopropylamino)-1,3,4-oxadiazol-2-yl]-1,1-dioxo-2,3-dihydro-1lambda6,5-benzothiazepin-4-one